8-(n-pentyloxycarbonylphenyl)-tetracyclo[4.4.0.12,5.17,10]-3-dodecene C(CCCC)OC(=O)C1=C(C=CC=C1)C1C2C3C4C=CC(C3C(C1)C2)C4